1-[(5-bromo-3-methoxypyrazin-2-yl)amino]-2-methylpropan-2-ol BrC=1N=C(C(=NC1)NCC(C)(O)C)OC